7-Butyl-5-((1s,4s)-4-((5,5-dimethyl-2,4-dioxoimidazolidin-1-yl)methyl)cyclohexyl)-4,6-dioxo-4,5,6,7-tetrahydroisothiazolo[3,4-d]pyrimidine-3-carboxamide C(CCC)N1C(N(C(C=2C1=NSC2C(=O)N)=O)C2CCC(CC2)CN2C(NC(C2(C)C)=O)=O)=O